CC1([C@@H](N2C([C@H]([C@H]2S1)NC(CC1=CC=CC=C1)=O)=O)C(=O)OCOC(CCCCCCCCC)=O)C (Decanoyloxy)methyl (2S,5R,6R)-3,3-dimethyl-7-oxo-6-(2-phenylacetamido)-4-thia-1-azabicyclo[3.2.0]heptane-2-carboxylate